C1CCCO1 tetramethyleneoxid